propylbismuthanethione C(CC)[Bi]=S